CSC1=C(C(C)=CC(=C1N)SC)N 3,5-dimethylthio-2,4-toluenediamine